ClC=1C=C(C=C2C(=C(C=NC12)C#N)NCC(C)(C)C)N[C@@H](C1=C2C=CN=C(C2=CC=C1)OC)C=1N=NN(C1F)C1(CC1)C(F)F (S)-8-chloro-6-(((1-(1-(difluoromethyl)cyclopropyl)-5-fluoro-1H-1,2,3-triazol-4-yl)(1-methoxyisoquinolin-5-yl)methyl)amino)-4-(neopentylamino)quinoline-3-carbonitrile